CN1[C@H]2CN(C[C@@H]1CC2)C2=CC=C(C=C2)[N+](=O)[O-] (1R,5S)-8-methyl-3-(4-nitrophenyl)-3,8-diazabicyclo[3.2.1]octane